ClC=1C=C(C=NC1OCC)C1=CC(=NC2=C(N=CC=C12)C1=CC=NN1)N1CCOCC1 4-(5-chloro-6-ethoxypyridin-3-yl)-2-(morpholin-4-yl)-8-(1H-pyrazol-5-yl)-1,7-naphthyridine